4-(2-(1H-pyrazol-4-yl)-2,8-diazaspiro[4.5]decan-8-yl)-2-(pyridin-4-yl)pyrido[3,4-d]pyrimidine N1N=CC(=C1)N1CC2(CC1)CCN(CC2)C=2C1=C(N=C(N2)C2=CC=NC=C2)C=NC=C1